3-[3-(hydroxymethyl)-4-[1-methyl-5-[[5-(morpholine-4-carbonyl)-2-pyridyl]amino]-6-oxo-pyridazin-3-yl]-2-pyridyl]-6,7,8,9-tetrahydrobenzothiopheno[2,3-d]pyridazin-4-one OCC=1C(=NC=CC1C1=NN(C(C(=C1)NC1=NC=C(C=C1)C(=O)N1CCOCC1)=O)C)N1N=CC2=C(C1=O)SC1=C2CCCC1